NC(CC)C1=NC(=CC2=C1CN(C2=O)C2=NC(=CC=C2)C2=NN=CN2C2CCC2)C2(CC2)C 4-[(1ξ)-1-aminopropyl]-2-[6-(4-cyclobutyl-4H-1,2,4-triazol-3-yl)pyridin-2-yl]-6-(1-methylcyclopropyl)-2,3-dihydro-1H-pyrrolo[3,4-c]pyridin-1-one